C(C1=CC=CC=C1)OC1=NC(=CC=C1C1=NN(C2=CC(=CC=C12)N1CCC(CC1)CN1CCC2(CCN(CC2)C(=O)OC(C)(C)C)CC1)C)OCC1=CC=CC=C1 tert-butyl 9-((1-(3-(2,6-bis(benzyloxy) pyridin-3-yl)-1-methyl-1H-indazol-6-yl) piperidin-4-yl) methyl)-3,9-diazaspiro[5.5]undecane-3-carboxylate